acrylonitrile lithium [Li].C(C=C)#N